(R)-3-(3,3-difluorocyclobutyl)-N-(2-(difluoromethoxy)-1-(3-(trifluoromethoxy)phenyl)ethyl)-3-oxopropanamide FC1(CC(C1)C(CC(=O)N[C@@H](COC(F)F)C1=CC(=CC=C1)OC(F)(F)F)=O)F